COC1=CC=C(O1)B(O)O 5-METHOXYFURAN-2-YLBORONIC ACID